{5-[(7-{8-methyl-1H,2H,3H-pyrido[2,3-b][1,4]oxazin-7-yl}-5H,6H,7H,8H-pyrido[3,4-d]pyrimidin-2-yl)amino]-2-(1-methylpiperidin-4-yl)phenyl}methanol CC1=C(C=NC=2OCCNC21)N2CC=1N=C(N=CC1CC2)NC=2C=CC(=C(C2)CO)C2CCN(CC2)C